1-((6-(2-fluorophenyl)pyridazin-3-yl)methyl)-4-(1-methylcyclopropyl)-1,4-dihydropyrazine-2,3-dione FC1=C(C=CC=C1)C1=CC=C(N=N1)CN1C(C(N(C=C1)C1(CC1)C)=O)=O